Cl.C(C(=O)O)(=O)O hydrogen oxalate, hydrochloride